NC1=NC=C(C2=C1C(=NN2C)C2=CC(=C(C=C2)NS(=O)(=O)C(F)F)O[C@@H](C)C2=CC=C(C=C2)F)C=2C=NN(C2)C2CCC(CC2)(F)F (S)-N-(4-(4-amino-7-(1-(4,4-difluorocyclohexyl)-1H-pyrazol-4-yl)-1-methyl-1H-pyrazolo[4,3-c]pyridin-3-yl)-2-(1-(4-fluorophenyl)ethoxy)phenyl)-1,1-difluoromethane-sulfonamide